COC1=CC=C(C=C1)C1=NOC(=N1)N1CCC(CC1)C(=O)NC[C@H]1CN(CC1)CC1CC(C1)NC(OC(C)(C)C)=O Tert-butyl ((1s,3s)-3-((3-((1-(3-(4-methoxyphenyl)-1,2,4-oxadiazol-5-yl)piperidine-4-carboxamido)methyl)pyrrolidin-1-yl)methyl)cyclobutyl)carbamate